[2,2-bis[(2,6-ditert-butyl-4-methylphenoxy)methyl]-3-dihydroxyphosphanyloxypropyl] dihydrogen phosphite P(OCC(COP(O)O)(COC1=C(C=C(C=C1C(C)(C)C)C)C(C)(C)C)COC1=C(C=C(C=C1C(C)(C)C)C)C(C)(C)C)(O)O